C1(CC1)CCN(C1=C2CN(C(C2=CC=C1)=O)C1C(NC(CC1)=O)=O)C1CCC(CC1)NCC(F)(F)F 3-(4-((2-cyclopropylethyl)((1r,4r)-4-((2,2,2-trifluoroethyl)amino)cyclohexyl)amino)-1-oxoisoindolin-2-yl)piperidine-2,6-dione